CSCOCCCC(=O)[O-] 4-(methylmercaptomethoxy)butyrate